γ-Glycidoxypropylmethyldimethoxysilan C(C1CO1)OCCC[Si](OC)(OC)C